5-chloro-2-(difluoromethoxy)-N-(1,1-dioxido-2,3-dihydrobenzo[b]thiophen-3-yl)-N-methylnicotinamide ClC=1C=NC(=C(C(=O)N(C)C2C3=C(S(C2)(=O)=O)C=CC=C3)C1)OC(F)F